(3aR,11aS)-5-(3-hydroxypropyl)-6,10-dimethyl-1-(6-methyl-4-(trifluoromethyl)pyridin-2-yl)-1,3a,4,5,10,11a-hexahydro-2H-benzo[b]pyrrolo[2,3-f][1,4]diazocine-2,11(3H)-dione OCCCN1C2=C(N(C([C@@H]3[C@@H](C1)CC(N3C3=NC(=CC(=C3)C(F)(F)F)C)=O)=O)C)C=CC=C2C